(S)-1-(2-((1-(3,4,5-trimethoxyphenyl)-1H-imidazol-4-yl)amino)-5,6,7,8-tetrahydropyrido[4,3-d]pyrimidin-4-yl)pyrrolidine-2-carboxamide COC=1C=C(C=C(C1OC)OC)N1C=NC(=C1)NC=1N=C(C2=C(N1)CCNC2)N2[C@@H](CCC2)C(=O)N